7-(3-aminopropoxy)-2-[(2-ethyl-5-methyl-pyrazole-3-carbonyl)amino]-1-methyl-benzimidazole-5-carboxamide NCCCOC1=CC(=CC2=C1N(C(=N2)NC(=O)C=2N(N=C(C2)C)CC)C)C(=O)N